N-(2'-(2-(dimethylamino)ethoxy)-4'-(piperidin-4-yloxy)-[1,1'-biphenyl]-4-yl)-3',6-dimethoxy-[1,1'-biphenyl]-3-carboxamide CN(CCOC1=C(C=CC(=C1)OC1CCNCC1)C1=CC=C(C=C1)NC(=O)C=1C=C(C(=CC1)OC)C1=CC(=CC=C1)OC)C